FC(OC1=CC=CC=2N=C(SC21)B(O)O)F 7-(DIFLUOROMETHOXY)BENZOTHIAZOLE-2-BORONIC ACID